ClC1=CC(=NC2=NC=CC=C12)CCCCCO[C@H]1CN(CC1)C(=O)OC(C)(C)C (R)-tert-butyl 3-((5-(4-chloro-1,8-naphthyridin-2-yl)pentyl)oxy)pyrrolidine-1-carboxylate